N,N-dimethyl-4-[5-(2-methyl-3,4-dihydro-1H-isoquinolin-7-yl)-1H-pyrrolo[2,3-b]pyridin-3-yl]pyrazole-1-carboxamide CN(C(=O)N1N=CC(=C1)C1=CNC2=NC=C(C=C21)C2=CC=C1CCN(CC1=C2)C)C